NCCN(CCN)CCN 2-[Bis(2-aminoethyl)amino]ethanamine